[N+](#[C-])C1=C(C=CC=C1)C1=CC=C(C=C1)[N+]#[C-] 2,4'-DIISOCYANO-BIPHENYL